C(C=C)(=O)[O-].[Cl-].C(C)[N+](C)(C)C.C(C)[N+](C)(C)C ethyltrimethyl-ammonium chloride acrylate